1-[3-(7-chloro-1-methyl-2-oxo-2,3-dihydro-1H-indol-6-yl)-5-hydroxymethyl-1H-pyrazolo[3,4-b]pyrazin-6-yl]-4-methyl-N-(5-methylpyridin-3-yl)piperidine-4-carboximidamide ClC=1C(=CC=C2CC(N(C12)C)=O)C1=NNC2=NC(=C(N=C21)CO)N2CCC(CC2)(C(NC=2C=NC=C(C2)C)=N)C